methyl (2R*,4R*)-2-phenyl-1,2,3,4-tetrahydroquinolin-4-carboxylate C1(=CC=CC=C1)[C@@H]1NC2=CC=CC=C2[C@@H](C1)C(=O)OC |o1:6,14|